[Sr].[Co] cobalt-strontium